C(CCC)N1C(=NC(=C1C)C)C 1-butyl-trimethylimidazole